methyl 3-[2-[[(1S)-1-benzyloxycarbonyl-2-methyl-propyl]amino]ethyl]azetidine-1,3-dicarboxylate C(C1=CC=CC=C1)OC(=O)[C@H](C(C)C)NCCC1(CN(C1)C(=O)OC)C(=O)[O-]